N1C(CCCC1=O)=O hexahydropyridine-2,6-dione